C1(CCCCC1)OC(CC)=O (S)-1-cyclohexyloxy-1-oxopropan